nonynyl-alanine C(#CCCCCCCC)N[C@@H](C)C(=O)O